CC1=NC=2C=CN(C(C2C=C1C(=O)OCC)=O)CC=1C=NC=CC1 ethyl 2-methyl-5-oxo-6-(pyridin-3-ylmethyl)-5,6-dihydro-1,6-naphthyridine-3-carboxylate